2-(7-((1r,4r)-4-hydroxycyclohexyl)-6,7-dihydro-5H-pyrrolo[2,3-c]pyridazin-3-yl)-3-methyl-5-(trifluoromethyl)phenol OC1CCC(CC1)N1CCC2=C1N=NC(=C2)C2=C(C=C(C=C2C)C(F)(F)F)O